Pyridine-3-Formamidine N1=CC(=CC=C1)C(=N)N